C(C)N1C[C@@H](CCC1)NC=1C(N(C(=NN1)C1=C(C=C(C=C1)OC(F)(F)F)O)C)=O 6-[[(3R)-1-Ethyl-3-piperidyl]amino]-3-[2-hydroxy-4-(trifluoromethoxy)phenyl]-4-methyl-1,2,4-triazin-5-one